[Ir+3].[O-2].[Yb+3].[O-2].[O-2] Ytterbium oxide iridium